CNCCC(=O)N1CC2=CC(=CC=C2CC1)OC1=CC=C(C=C1)C(F)(F)F 3-(methylamino)-1-(7-(4-(trifluoromethyl)phenoxy)-3,4-dihydroisoquinolin-2(1H)-yl)propan-1-one